4-(4-chlorobenzyl)-7-(3-cyanobenzyl)-6,7,8,9-tetrahydropyrazolo[1,5-a]pyrido[3,4-e]pyrimidine-5(4H)-one ClC1=CC=C(CN2C=3N(C4=C(C2=O)CN(CC4)CC4=CC(=CC=C4)C#N)N=CC3)C=C1